C(C1=CC=CC=C1)OC(=O)N1C(CCCC1)COCC1(CCC(CC1)C1N=C2C=C(C(=CC2=C1)[N+](=O)[O-])OC)O ((((1S,4S)-1-hydroxy-4-(6-methoxy-5-nitro-2H-indol-2-yl)cyclohexyl)methoxy)methyl)piperidine-1-carboxylic acid benzyl ester